NC1=C(C2=C(C(=N1)C)CCC2)C(=O)OCC ethyl 3-amino-1-methyl-6,7-dihydro-5H-cyclopenta[c]pyridine-4-carboxylate